2-(tert-butyl) 4-methyl 5-(2-(benzo[d][1,3]dioxol-5-yl)butanamido)-3-methylthiophene-2,4-dicarboxylate O1COC2=C1C=CC(=C2)C(C(=O)NC2=C(C(=C(S2)C(=O)OC(C)(C)C)C)C(=O)OC)CC